ClC=1C=CC=2C3=C(NC(C2C1)=O)COCC3=O 8-chloro-4,5-dihydropyrano[3,4-c]isoquinoline-1,6-dione